BrC1=CC2=C(S(CC(CN2C2CCCC2)CCC(C)(F)F)(=O)=O)C=C1OC 7-bromo-5-cyclopentyl-3-(3,3-difluorobutyl)-8-methoxy-2,3,4,5-tetrahydrobenzo[b][1,4]thiazepine 1,1-dioxide